(S,6S)-N'-(((S)-2,8-difluoro-1,2,3,5,6,7-hexahydro-s-indacen-4-yl)carbamoyl)-6-methoxy-6,7-dihydro-5H-pyrazolo[5,1-b][1,3]oxazine-3-sulfonimidamide F[C@@H]1CC2=C(C=3CCCC3C(=C2C1)NC(=O)N=[S@@](=O)(N)C=1C=NN2C1OC[C@H](C2)OC)F